methylene-bis(oxyethyl methacrylate) C(OCCC=C(C(=O)[O-])C)OCCC=C(C(=O)[O-])C